FC1=C(C=C2C=CN(C(C2=C1)=O)CCC[C@H](CO)NC=1C=NN(C(C1C(F)(F)F)=O)COCC[Si](C)(C)C)C1=NC=C(C=N1)C(F)(F)F 7-fluoro-2-[(4R)-5-hydroxy-4-[[6-oxo-5-(trifluoromethyl)-1-(2-trimethylsilylethoxymethyl)pyridazin-4-yl]amino]pentyl]-6-[5-(trifluoromethyl)pyrimidin-2-yl]isoquinolin-1-one